[N+](=O)([O-])C1=CC=C(C=C1)NC1(N2C(C=3C=CC=CC3C1)=C1C=CC=CC1=N2)C(F)(F)F N-(4-Nitrophenyl)-6-(trifluoromethyl)-5,6-dihydroindazolo[3,2-a]isoquinolin-6-amine